15-amino-21,23-difluoro-18,18-dioxo-8,11-dioxa-18λ6-thia-16,19-diazatetracyclo[18.3.1.113,17.02,7]pentacosa-1(23),2(7),3,5,13,15,17(25),20(24),21-nonaen-12-one NC=1C=C2C(OCCOC=3C=CC=CC3C3=C(C=C(C(NS(C(N1)=C2)(=O)=O)=C3)F)F)=O